rac-(3aR,3bS,8aR,9R,9aR)-8a-(4-bromophenyl)-6-chloro-3b-hydroxy-9-phenyl-1,3a,3b,8a,9,9a-hexahydro-2H-oxazolo[4'',5'':4',5']cyclopenta[1',2':4,5]-furo[3,2-b]pyridin-2-one BrC1=CC=C(C=C1)[C@]12[C@](C3=NC=C(C=C3O1)Cl)([C@H]1[C@@H]([C@H]2C2=CC=CC=C2)NC(O1)=O)O |r|